ClC1=NC=C(C(=N1)C1=CC=C2CN(C(C2=C1)=O)[C@@H](C(=O)N[C@H](C)C1=CC(=CC=C1)OC)CCO)Cl (R)-2-(6-(2,5-dichloropyrimidin-4-yl)-1-oxoisoindolin-2-yl)-4-hydroxy-N-((R)-1-(3-methoxyphenyl)ethyl)butanamide